1-methoxy-1-(5-methylpyrimidin-2-yl)propane-2-sulfonamide COC(C(C)S(=O)(=O)N)C1=NC=C(C=N1)C